(rac)-4-{1-[3-(2,2-Difluoroethyl)-1H-pyrazol-1-yl]ethyl}pyridine FC(CC1=NN(C=C1)[C@H](C)C1=CC=NC=C1)F |r|